chloro-N-(2,5-difluoropyridin-3-yl)-1H-indole-3-sulfonamide ClN1C=C(C2=CC=CC=C12)S(=O)(=O)NC=1C(=NC=C(C1)F)F